(N-(4-((6,7-dimethoxy-4-oxo-3,4-dihydro-phthalazin-1-yl)methyl)phenyl)sulfamoyl)carbamic acid tert-butyl ester C(C)(C)(C)OC(NS(NC1=CC=C(C=C1)CC1=NNC(C2=CC(=C(C=C12)OC)OC)=O)(=O)=O)=O